C[C@@]1(C[C@@]2([C@@H](CC(=O)O2)OO1)C)CCCCCCCCCCCCC3=CC=CC=C3 The molecule is an organic heterobicyclic compound that is a cyclic peroxy compound isolated from the Australian marine sponge Plakinastrella clathrata. It has a role as a metabolite. It is a gamma-lactone and an organic heterobicyclic compound.